ditridecanol adipate C(CCCCC(=O)O)(=O)O.C(CCCCCCCCCCCC)O.C(CCCCCCCCCCCC)O